ON1CC=CC2=CC=CN=C12 (+)-N-hydroxynaphthyridine